(R)-3-phenyl-3-(o-tolyloxy)-1-propanol C1(=CC=CC=C1)[C@@H](CCO)OC1=C(C=CC=C1)C